N-[(R)-[5-chloro-2-hydroxy-4-(hydroxymethyl)phenyl]([1-[(4R)-2,2-dimethyl-1,3-dioxolane-4-carbonyl]piperidin-4-yl])methyl]-2-methylpropane-2-sulfinamide ClC=1C(=CC(=C(C1)[C@H](NS(=O)C(C)(C)C)C1CCN(CC1)C(=O)[C@@H]1OC(OC1)(C)C)O)CO